N-methyl-4-octyl-N-octadecyl-anilinium tetrakis(perfluorophenyl)borate tert-butyl-(2-(4-nitro-1H-indazol-1-yl)ethyl)carbamate C(C)(C)(C)N(C([O-])=O)CCN1N=CC2=C(C=CC=C12)[N+](=O)[O-].FC1=C(C(=C(C(=C1F)F)F)F)[B-](C1=C(C(=C(C(=C1F)F)F)F)F)(C1=C(C(=C(C(=C1F)F)F)F)F)C1=C(C(=C(C(=C1F)F)F)F)F.C[NH+](C1=CC=C(C=C1)CCCCCCCC)CCCCCCCCCCCCCCCCCC.C[NH+](C1=CC=C(C=C1)CCCCCCCC)CCCCCCCCCCCCCCCCCC